C(C)(C)(C)C1=C(OC(C(=O)O)(C)C)C=CC=C1 2-(2-(tert-butyl)phenoxy)-2-methylpropionic acid